SCSC(CC)SCS 1,1-bis(mercaptomethylthio)propane